(R)-N-(6-(4-(hydroxymethyl)piperidin-1-yl)-2-(2-hydroxypropan-2-yl)-2-methyl-2,3-dihydrobenzofuran-5-yl)pyrazolo[1,5-a]pyrimidine-3-carboxamide OCC1CCN(CC1)C1=CC2=C(C[C@](O2)(C)C(C)(C)O)C=C1NC(=O)C=1C=NN2C1N=CC=C2